3-[6-(cyclopropylamino)-2-fluoropyridin-3-yl]-1-(4,4-difluorocyclohexyl)-N-[(3S)-2-oxo-5-phenyl-1,3-dihydro-1,4-benzodiazepine-3-Yl]pyrazole-4-carboxamide (S)-(+)-mandelate C([C@@H](O)C1=CC=CC=C1)(=O)O.C1(CC1)NC1=CC=C(C(=N1)F)C1=NN(C=C1C(=O)N[C@@H]1C(NC2=C(C(=N1)C1=CC=CC=C1)C=CC=C2)=O)C2CCC(CC2)(F)F